C(C)(C)(C)OC(=O)N1C(=CC2=CC=C(C=C12)CNC(=O)C=1N=C(C=2N(C1)N=CC2)NC)CN(CC2CCC2)C(=O)OC(C)(C)C 2-(((tert-Butyloxycarbonyl)(cyclobutylmethyl)amino)methyl)-6-((4-(methylamino)pyrazolo[1,5-a]pyrazine-6-carboxamido)methyl)-1H-indole-1-carboxylic acid tert-butyl ester